(2,3,4-trifluoro-phenyl)-6-fluoro-quinoline-4-carboxylic acid FC1=C(C=CC(=C1F)F)C1=NC2=CC=C(C=C2C(=C1)C(=O)O)F